4-(N,S-dimethylsulfonimidoyl)-2-methoxy-aniline CN=S(=O)(C)C1=CC(=C(N)C=C1)OC